CN(C1=CC(=CC=C1)NC1=NC2=C(C3=CC=NC=C13)C1=C(N2)C=NC=C1)C N1,N1-dimethyl-N3-(7H-pyrido[4',3':4,5]pyrrolo[2,3-c][2,7]naphthyridin-5-yl)benzene-1,3-diamine